N1(CCOCC1)[C@@H]1C[C@@H](CC1)NC1=C(C=C(C=C1)S(=O)(=O)NC(C1=C(C=CC=C1)OC=1C=C2C(=NC1)NC=C2)=O)[N+](=O)[O-] N-[(4-{[(1r,3s)-3-morpholin-4-ylcyclopentyl]amino}-3-nitrophenyl)sulfonyl]-2-(1H-pyrrolo[2,3-b]pyridin-5-yloxy)benzamide